6-bromo-2-methyl-1,2,4-triazine-3,5(2H,4H)-dione BrC=1C(NC(N(N1)C)=O)=O